3-(4-(3-(4-(2-(adamantan-1-ylamino)ethyl)-1,4-diazepan-1-yl)prop-1-yn-1-yl)-1-oxoisoindolin-2-yl)piperidine-2,6-dione C12(CC3CC(CC(C1)C3)C2)NCCN2CCN(CCC2)CC#CC2=C3CN(C(C3=CC=C2)=O)C2C(NC(CC2)=O)=O